N-(4-methoxybenzyl)-N-methylethenesulfonamide COC1=CC=C(CN(S(=O)(=O)C=C)C)C=C1